CN1CCC2=CC(=C3C=C2C1CC4=CC=C(C=C4)OC5=C(C=CC(=C5)CC6C7=C(O3)C(=C(C=C7CCN6C)OC)OC)OC)OC 6,6',7,12-tetramethoxy-2,2'-dimethyl-berbaman